5-amino-2-((R)-4-isopropyl-2-oxoimidazolidin-1-yl)-2,3-dihydro-1H-indene NC=1C=C2CC(CC2=CC1)N1C(N[C@@H](C1)C(C)C)=O